6-(4-chloro-3-fluoro-phenyl)-1,3-oxazinan-2-one ClC1=C(C=C(C=C1)C1CCNC(O1)=O)F